(R)-(5-(1-methyl-1H-pyrazol-4-yl)-1,3,4-oxadiazol-2-yl)(4-(4-methylpyrazolo[1,5-a]pyridin-2-yl)-6,7-dihydro-1H-imidazo[4,5-c]pyridin-5(4H)-yl)methanone CN1N=CC(=C1)C1=NN=C(O1)C(=O)N1[C@H](C2=C(CC1)NC=N2)C2=NN1C(C(=CC=C1)C)=C2